5-chlorobenzo[d]oxazol-2-amine ClC=1C=CC2=C(N=C(O2)N)C1